methyl 2-propyl-5-(9-((2-(trimethylsilyl)ethoxy)carbonyl)-4,5-dihydrobenzo[b]thieno[2,3-d]oxepin-8-yl)-2H-indazole-4-carboxylate C(CC)N1N=C2C=CC(=C(C2=C1)C(=O)OC)C=1C(=CC2=C(OCCC3=C2SC=C3)C1)C(=O)OCC[Si](C)(C)C